3-((S)-2-hydroxy-3-((R)-8-(pyridin-2-yl)-1-oxa-8-azaspiro[4.5]decan-3-ylamino)propoxy)-N-methylbenzenesulfonamide O[C@H](COC=1C=C(C=CC1)S(=O)(=O)NC)CN[C@H]1COC2(C1)CCN(CC2)C2=NC=CC=C2